5-(trifluoro-methyl)pyrimidin-2-amine FC(C=1C=NC(=NC1)N)(F)F